C1(C=CCCCCC1)[Si](C)(C)C 2-cycloocten-1-yl(trimethyl)silane